6-(4-isobutylbenzyl)-2-{3-[4-(pyrrolidin-1-yl)butyl]ureido}-4,5,6,7-tetrahydrothieno[2,3-c]pyridine-3-carboxamide C(C(C)C)C1=CC=C(CN2CC3=C(CC2)C(=C(S3)NC(=O)NCCCCN3CCCC3)C(=O)N)C=C1